NC1C(CN(CC1)C=1N=C(C(=C(C(=O)O)C1)C1=CC(=C(C=C1)OC)F)C1=CC(=C(C=C1)C#N)F)O (4-amino-3-hydroxypiperidin-1-yl)-2-(4-cyano-3-fluorophenyl)-3-(3-fluoro-4-methoxyphenyl)isonicotinic acid